C(C)C1=CC(=CC=2C3=CC=C(C=C3NC12)C=1N=CSC1)C=O ethyl-7-(thiazol-4-yl)-9H-carbazole-3-carbaldehyde